tert-butyl 4-(6-acetamidopyrimidin-4-yl)-3,6-dihydropyridine-1(2H)-carboxylate C(C)(=O)NC1=CC(=NC=N1)C=1CCN(CC1)C(=O)OC(C)(C)C